4-chloro-N-(4-{3-(4-chlorophenyl)-1-[2-(4-morpholinyl)ethyl]ureido}phenyl)benzamide ClC1=CC=C(C(=O)NC2=CC=C(C=C2)N(C(=O)NC2=CC=C(C=C2)Cl)CCN2CCOCC2)C=C1